(E)-3-(4-bromobenzylidene)-6-methyl-2-(4-bromophenyl)-2,3-dihydro-4H-1-benzopyran-4-one BrC1=CC=C(\C=C\2/C(OC3=C(C2=O)C=C(C=C3)C)C3=CC=C(C=C3)Br)C=C1